COC(=O)[C@]1(CC=NO1)C (R)-4,5-dihydro-5-methyl-5-isoxazolecarboxylic acid methyl ester